4-(2-((tetrahydro-2H-pyran-2-yl)oxy)ethyl)benzaldehyde O1C(CCCC1)OCCC1=CC=C(C=O)C=C1